2-(1H-benzo[d]imidazol-2-yl)-N4-(4-(4-ethylpiperazin-1-yl)phenyl)-5-fluoropyrimidine-2,4-diamine N1C(=NC2=C1C=CC=C2)C2(NC=C(C(=N2)NC2=CC=C(C=C2)N2CCN(CC2)CC)F)N